(6-amino-2-((3-amino-2-chloropyridin-4-yl)thio)-5-(4-amino-4-methylpiperidin-1-yl)pyrimidin-4-yl)methanol NC1=C(C(=NC(=N1)SC1=C(C(=NC=C1)Cl)N)CO)N1CCC(CC1)(C)N